ClC(C)OC(=O)N[C@H](C(=O)OCC)[C@H](CC)C (2S,3S)-ethyl 2-((1-chloroethoxy)carbonylamino)-3-methylpentanoate